2-({[7-(2-aminopyrimidin-4-yl)-2-methoxynaphthalen-1-yl]amino}methyl)prop-2-enenitrile NC1=NC=CC(=N1)C1=CC=C2C=CC(=C(C2=C1)NCC(C#N)=C)OC